tert-butyl (3R,5R)-3-((1-(4-chlorophenyl)pyrido[3,4-d]pyridazin-4-yl)amino)-5-fluoropiperidine-1-carboxylate ClC1=CC=C(C=C1)C1=C2C(=C(N=N1)N[C@H]1CN(C[C@@H](C1)F)C(=O)OC(C)(C)C)C=NC=C2